2,2-dihydroxyperfluoropropanol OC(C(O)(F)F)(C(F)(F)F)O